CC1=CC(=C(C=C1)C)C2=CC=CC=C2C3=C(C(=NC=C3)C4=CC=CC=C4C5=C(C=CC(=C5)C)C)C6=CC=CC=C6C7=C(C=CC(=C7)C)C tris(2-(3-p-xylyl)phenyl)pyridine